C(#N)C=1C=CC(=C(C1)C=1C(=CC2=CC=CC=C2C1)S(=O)C)F 3-(5-cyano-2-fluorophenyl)-2-methylsulfinylnaphthalene